C1(=C(C=CC=C1)C#CC(=O)OC1=NC(=CC=C1)N1CC(N(CC1)C)=O)C 6-(4-methyl-3-oxopiperazin-1-yl)pyridin-2-yl 3-(o-tolyl)propiolate